O=C1C=CC(N=N1)C(=O)O 3,6-DIHYDRO-6-OXO-3-PYRIDAZINECARBOXYLIC ACID